C1(=CC=CC=C1)C1(C=CC2=C(O1)C=1C=C(C(=CC1C1=C2C(C2=CC=CC=C21)(C)C)N2CCN(CC2)C2=CC=CC=C2)OC)C2=CC=C(C=C2)N2CCC(CC2)C(NC2=CC=C(C=C2)CCCC)=O 3-phenyl-3-(4-(4-(4-butyl-phenylcarbamoyl)-piperidin-1-yl)phenyl)-13,13-dimethyl-6-methoxy-7-(4-phenyl-piperazin-1-yl)-3H,13H-indeno[2',3':3,4]naphtho[1,2-b]pyran